(9H-fluoren-9-yl)methyl 4-(isoindolin-5-ylmethyl)piperazine-1-carboxylate C1NCC2=CC(=CC=C12)CN1CCN(CC1)C(=O)OCC1C2=CC=CC=C2C=2C=CC=CC12